FC([C@H]1COCCN1C=1C=C2C(=CC=NC2=CC1)C(=O)O)(F)F |r| rac-(R)-6-(3-(trifluoromethyl)morpholino)quinoline-4-carboxylic acid